phenyl-lithium 2,4,6-trimethyl-benzoyl-phosphonate CC1=C(C(=O)P(O)(O)=O)C(=CC(=C1)C)C.C1(=CC=CC=C1)[Li]